C(C)(C)C1=CC=C(C=C1)C(CC=O)=O 3-(4-isopropylphenyl)-propane-1,3-dion